2-(3-bromophenyl)-2-hydroxyacetic acid BrC=1C=C(C=CC1)C(C(=O)O)O